(5-cyano-4-methyl-2-oxo-1H-1,6-naphthyridin-3-yl)difluoroacetic acid C(#N)C1=C2C(=C(C(NC2=CC=N1)=O)C(C(=O)O)(F)F)C